C(C)OC(=O)C=1SC2=C(C1)OCCO2 4-ethylenedioxythiophenecarboxylic acid ethyl ester